C1(=C(C=CC=C1)[I+]C(C)(C)C1=CC=CC=C1)C.B(OC1=C(C(=C(C(=C1F)F)F)F)F)([O-])[O-].C1(=C(C=CC=C1)[I+]C(C)(C)C1=CC=CC=C1)C (pentafluorophenyl) borate toluyl-cumyl-iodonium salt